CNC1(C(CCCC1)NC)C N1,N2-dimethylMethylcyclohexane-1,2-diamine